FC(C(=O)O)(F)F.ClC1=CC(=C(C=C1)C=1C2=C(N3C1C(N(CC3)C3=NC=CC=N3)=O)C=CC=N2)C 10-(4-Chloro-2-methylphenyl)-8-(pyrimidin-2-yl)-7,8-dihydropyrido[2',3':4,5]pyrrolo[1,2-a]pyrazin-9(6H)-one, trifluoroacetate salt